3-Ethoxy-4-hydroxybenzaldehyd C(C)OC=1C=C(C=O)C=CC1O